{6-fluoro-5-methyl-2-oxo-1H,4H-pyrido[2,3-d]pyrimidin-3-yl}acetic acid FC1=C(C2=C(NC(N(C2)CC(=O)O)=O)N=C1)C